2-Hydroxypropionitrile OC(C#N)C